NC(C[C@H](C(=O)N[C@H](/C=C/C(=O)OC1=CC=CC=C1)C)NC(CCC)=O)=O phenyl (E,4S)-4-[[(2R)-4-amino-2-(butanoylamino)-4-oxo-butanoyl]amino]pent-2-enoate